ClC=1C=NC(=NC1)OC=1C(=C(C#N)C=CC1)C1=CC(=NO1)C(F)F 3-(5-chloropyrimidin-2-yl)oxy-2-[3-(difluoromethyl)isoxazol-5-yl]benzonitrile